ClCOC(=O)N1C=C(C2=CC(=CC=C12)OC)CCN(C)C 3-(2-(Dimethylamino)ethyl)-5-methoxy-1H-indole-1-carboxylic acid chloromethyl ester